2,2'-diacetoxybiphenyl-4,4'-dicarboxylic acid methyl ester COC(=O)C1=CC(=C(C=C1)C1=C(C=C(C=C1)C(=O)O)OC(C)=O)OC(C)=O